P1(=O)(OC2=C(C=C(C=C2C(C)(C)C)C)CC2=C(C(=CC(=C2)C)C(C)(C)C)O1)[O-] 2,2'-methylene-bis(4-methyl-6-t-butylphenyl) phosphate